5-(2-(((1r,4r)-4-cyano-4-methylcyclohexyl)amino)-4-methoxypyrrolo[2,1-f][1,2,4]triazin-5-yl)-N-methylpyrazolo[1,5-a]pyridine-3-carboxamide C(#N)C1(CCC(CC1)NC1=NN2C(C(=N1)OC)=C(C=C2)C2=CC=1N(C=C2)N=CC1C(=O)NC)C